FC1=C(N=C2N1CCN(C2)C(=O)OC(C)(C)C)C=O tert-butyl 3-fluoro-2-formyl-5,6-dihydroimidazo[1,2-a]pyrazine-7(8H)-carboxylate